C(C=C)(=O)OCCCC[Si](OCC)(OCC)C acryloyloxybutyl-methyldiethoxysilane